(1R,3S)-3-[(tert-butoxycarbonyl)amino]cyclohexane-1-carboxylic acid C(C)(C)(C)OC(=O)N[C@@H]1C[C@@H](CCC1)C(=O)O